C1(CC1)[C@H](C)NC(=O)C1=CC(=NN1CC(C)(C)O)C=1C=C(C=CC1)C=1OC(=CN1)C(=O)NC(CC)CC (S)-2-(3-(5-((1-Cyclopropylethyl)Carbamoyl)-1-(2-Hydroxy-2-Methylpropyl)-1H-Pyrazol-3-Yl)Phenyl)-N-(Pentan-3-Yl)Oxazole-5-Carboxamide